3-chloro-N-[(2,4-dimethoxyphenyl)methyl]-2,6-difluoro-N-(6-fluoro-2-pyridyl)-4-[3-methyl-3-[rac-(E)-[(S)-tert-butylsulfinyl]iminomethyl]pyrrolidin-1-yl]benzenesulfonamide ClC=1C(=C(C(=CC1N1CC(CC1)(/C=N/[S@@](=O)C(C)(C)C)C)F)S(=O)(=O)N(C1=NC(=CC=C1)F)CC1=C(C=C(C=C1)OC)OC)F